4-((5-(6-(1H-pyrazol-1-yl)pyridin-3-yl)-1H-pyrazol-3-yl)amino)-3-methylphenol N1(N=CC=C1)C1=CC=C(C=N1)C1=CC(=NN1)NC1=C(C=C(C=C1)O)C